CC1SCC(N1)C(=O)OCC ethyl 2-methylthiazolidine-4-carboxylate